N-(3',5'-di-tert-butyl-[1,1'-biphenyl]-3-yl)-2,4,9-triphenyl-9H-carbazol-3-amine C(C)(C)(C)C=1C=C(C=C(C1)C(C)(C)C)C1=CC(=CC=C1)NC=1C(=CC=2N(C3=CC=CC=C3C2C1C1=CC=CC=C1)C1=CC=CC=C1)C1=CC=CC=C1